N-(3-tri-methoxysilylpropyl)-aspartic acid diethyl ester C(C)OC([C@@H](NCCC[Si](OC)(OC)OC)CC(=O)OCC)=O